C(C)(C)C1=CC=C(C=C1)S(=O)(=O)OC=1C=C(C=CC1)NC(=O)NC1=CC=C(C=C1)OS(=O)(=O)C1=CC=C(C=C1)C(C)C N-[3-(p-isopropylphenylsulphonyloxy)phenyl]-N'-[4-(p-isopropylphenylsulphonyloxy)phenyl]urea